ClC=1C=C(C=CC1Cl)C(=O)N1CCN(CC1)S(=O)(=O)C=C (3,4-dichlorophenyl)(4-(vinylsulfonyl)piperazin-1-yl)methanone